ClC=1C=C2C=CN(C2=C(C1)C1=C2C(=NC=C1)C=C(S2)CN2C(C1C(C1C2=O)(C)C)=O)CC2=CNC=C2F 3-((7-(5-Chloro-1-((4-fluoropyrrol-3-yl)methyl)-1H-indol-7-yl)thieno[3,2-b]Pyridin-2-yl)methyl)-6,6-dimethyl-3-azabicyclo[3.1.0]hexane-2,4-dione